methyl (S,E)-2-(((tert-butylsulfinyl)imino)methyl)-4,5-dimethoxybenzoate C(C)(C)(C)[S@](=O)\N=C\C1=C(C(=O)OC)C=C(C(=C1)OC)OC